1H-indole-2-carbaldehyde O-phenyl oxime C1(=CC=CC=C1)ON=CC=1NC2=CC=CC=C2C1